2-methoxyphenyl-6-methylnicotinamide COC1=C(C=CC=C1)C1=C(C(=O)N)C=CC(=N1)C